C(C)(C)(C)OC(=O)N1[C@@H](CN(C[C@@H]1C)C1=CC(=C(C=2N=CC=NC12)C(=O)OC)F)C cis-methyl 8-[(3R,5S)-4-(tert-butoxycarbonyl)-3,5-dimethylpiperazin-1-yl]-6-fluoroquinoxaline-5-carboxylate